N-bromoglutamine BrN[C@@H](CCC(N)=O)C(=O)O